(tert-butoxycarbonyl)Zinc C(C)(C)(C)OC(=O)[Zn]